C(C)OC(=O)C=1C=NN(C1N)C1=C(C=CC=C1)C(F)(F)F 1-(2-trifluoromethylphenyl)-5-amino-1H-pyrazole-4-carboxylic acid ethyl ester